2,5-di(pyridin-4-yl)furan N1=CC=C(C=C1)C=1OC(=CC1)C1=CC=NC=C1